N1=C(C=CC=C1)C=1N(CC=CC1)ONCCN N'-bipyridyloxyethylenediamine